COC=1C=C(CNCC2=CC(=CC=C2)N2CCOCC2)C=CC1 N-(3-methoxybenzyl)-1-(3-morpholinophenyl)methanamine